C(C)(C)OCCOCCO 2-(2-Isopropoxyethoxy)ethan-1-ol